(4,4'-dimethoxy-2,2'-bipyridine) nickel dibromide [Ni](Br)Br.COC1=CC(=NC=C1)C1=NC=CC(=C1)OC